O=C1NC2(CC2)C[C@H]1CCCC(=O)N |o1:7| 4-[(6R*)-5-oxo-4-azaspiro[2.4]heptan-6-yl]butanamide